6-(trifluoromethyl)-5,6,7,8-tetrahydroimidazo[1,2-a]pyridine-2-carboxylic acid FC(C1CCC=2N(C1)C=C(N2)C(=O)O)(F)F